FC(OCC=1[C@@H]([C@@H]([C@H]([C@@H](C1)NCCC1CCC(CC1)C(F)(F)F)O)O)O)F (1S,2S,3S,6R)-4-((difluoromethoxy)methyl)-6-((2-(4-(trifluoromethyl)cyclohexyl)ethyl)amino)cyclohex-4-ene-1,2,3-triol